3-(4-cyanophenyl)-4-phenyl-N-((4-(trifluoromethyl)phenyl)sulfonyl)-4,5-dihydro-1H-pyrazole-1-carboxamide C(#N)C1=CC=C(C=C1)C1=NN(CC1C1=CC=CC=C1)C(=O)NS(=O)(=O)C1=CC=C(C=C1)C(F)(F)F